1-(2,2-difluoroethyl)-N-(1-(1-(difluoromethyl)-1H-benzo[d]imidazol-2-yl)piperidin-4-yl)-3-(3-fluorophenyl)-1H-indazol-6-amine FC(CN1N=C(C2=CC=C(C=C12)NC1CCN(CC1)C1=NC2=C(N1C(F)F)C=CC=C2)C2=CC(=CC=C2)F)F